BrC1=C(SC=2C1=NC(=CC2N(C(OC(C)(C)C)=O)CC=2SC=CC2)Cl)C2C(COCC2)=O tert-Butyl N-[3-bromo-5-chloro-2-(3-oxotetrahydropyran-4-yl)thieno[3,2-b]pyridin-7-yl]-N-(2-thienylmethyl)carbamate